2-(3-(chloromethyl)phenyl)-4-(2-methyl-[1,1'-biphenyl]-3-yl)-1H-imidazole ClCC=1C=C(C=CC1)C=1NC=C(N1)C=1C(=C(C=CC1)C1=CC=CC=C1)C